1-vinyl-1,3-cyclohexadiene C(=C)C1=CC=CCC1